C[C@@H]1COC2=CC=CC=C2[C@H]1CS(=O)(=O)N |o1:1,10| ((3S*,4S*)-3-methylchroman-4-yl)methanesulfonamide